O1C(=CC2=C1C=CC=C2)CN2C=CC1=CC=CC(=C21)C(=O)N[C@@H](C)C21CC(C2)(C1)C(=O)O (S)-3-(1-(1-(benzofuran-2-ylmethyl)-1H-indole-7-carboxamido)ethyl)bicyclo[1.1.1]pentane-1-carboxylic Acid